o-tert-butylcyclohexyl acetate (o-t-butylcyclohexyl acetate) C(C)(C)(C)C1C(CCCC1)CC(=O)O.C(C)(=O)OC1C(CCCC1)C(C)(C)C